C(C(=C)C)(=O)OC(CC(CO)(CO)CO)(OC(C(=C)C)=O)OC(C(=C)C)=O trimethylolpropanetriol trimethacrylate